5-chloro-N-(2-cyano-6-fluorophenyl)-2-((3-fluoro-4-(4-(1-hydroxy-2-methylpropan-2-yl)piperazin-1-yl)phenyl)amino)pyrimidine-4-carboxamide ClC=1C(=NC(=NC1)NC1=CC(=C(C=C1)N1CCN(CC1)C(CO)(C)C)F)C(=O)NC1=C(C=CC=C1F)C#N